diphenyl ketone hydrochloride Cl.C1(=CC=CC=C1)C(=O)C1=CC=CC=C1